tert-Butyl 2-{4-[5-chloro-2-(4-chloro-1H-1,2,3-triazol-1-yl)phenyl]-5-methoxy-2-oxopyridin-1(2H)-yl}pentanoate ClC=1C=CC(=C(C1)C1=CC(N(C=C1OC)C(C(=O)OC(C)(C)C)CCC)=O)N1N=NC(=C1)Cl